C(CCCCC)C=1C=C2C(=CC(=NC2=CC1)OC(C(=O)O)C)C1=CC=CC=C1 2-((6-hexyl-4-phenylquinolin-2-yl)oxy)propionic acid